4-(5-(2-methyl-4-nitrophenoxy)pyrimidin-2-yl)morpholine CC1=C(OC=2C=NC(=NC2)N2CCOCC2)C=CC(=C1)[N+](=O)[O-]